[C@@H]1([C@H](O)[C@@H](O)[C@@H](O)[C@H](O1)CO)O[C@H]1[C@H](OC2[C@H](O)[C@H](O)[C@@H](O)[C@@H](O2)C)O[C@@H]([C@H]([C@@H]1O)O)CO L-rhamnopyranosyl-(1->3) [beta-D-galactopyranosyl-(1->2)]-beta-D-glucopyranoside